CC1=CC=CC(=N1)C1=C(N=CN1)C=1C=C2C=C(C=NC2=CC1)NCCC1CNCCC1 6-[5-(6-methyl-2-pyridyl)-1H-imidazol-4-yl]-N-[2-(3-piperidyl)ethyl]quinolin-3-amine